[(3R)-1-ethyl-3-piperidyl]-5-methyl-1,2,4-triazin-3-amine C(C)N1C[C@@H](CCC1)C1=C(N=C(N=N1)N)C